C(C1=CC=CC=C1)OC=1C(=C2CCC(C2=CC1I)=O)F 5-(benzyloxy)-4-fluoro-6-iodo-2,3-dihydro-1H-inden-1-one